acryloyloxyethylphosphonate C(C=C)(=O)OCCP([O-])([O-])=O